2-cyclopropyl-7-(dimethylamino)-4H-[1,3]Thiazolo[4,5-d]Pyrimidine-5-one C1(CC1)C=1SC2=C(NC(N=C2N(C)C)=O)N1